ClC=1C=C(C=C(C1OC=1C=C2C(C(NC2=CC1)=O)(C)C)Cl)N1N=C(C(NC1=O)=O)C#N 2-(3,5-Dichloro-4-((3,3-dimethyl-2-oxoindolin-5-yl)oxy)phenyl)-3,5-dioxo-2,3,4,5-tetrahydro-1,2,4-triazine-6-carbonitrile